N12CC(C(CC1)CC2)OC(N)=O carbamic acid quinuclidin-3-yl ester